methyl 3-amino-5-((2-chloro-4-((5-cyclopropyl-3-(2,6-dichlorophenyl) isoxazol-4-yl) methoxy) phenyl) ethynyl)-2-methoxybenzoate NC=1C(=C(C(=O)OC)C=C(C1)C#CC1=C(C=C(C=C1)OCC=1C(=NOC1C1CC1)C1=C(C=CC=C1Cl)Cl)Cl)OC